CN([C@@H](C(=O)OC)C1=CC=CC=C1)C1CN(CC1)C(CCC1=NC=2NCCCC2C=C1)=O (2R)-methyl 2-(methyl (1-(3-(5,6,7,8-tetrahydro-1,8-naphthyridin-2-yl) propanoyl) pyrrolidin-3-yl) amino)-2-phenylacetate